tert-butyl N-methyl-N-[4-(2-nitrobenzenesulfonamido)butyl]carbamate CN(C(OC(C)(C)C)=O)CCCCNS(=O)(=O)C1=C(C=CC=C1)[N+](=O)[O-]